(2s,4s)-2-(4-(2-methyl-3-(trifluoromethoxy)phenyl)piperidine-1-carbonyl)-7-oxa-5-azaspiro[3.4]octan-6-one CC1=C(C=CC=C1OC(F)(F)F)C1CCN(CC1)C(=O)C1CC2(C1)NC(OC2)=O